C(#N)CNC(C1=C(C=C(C=C1)C1=NC(=NC=C1C)NC=1C=NN(C1)C1CC1)F)=O N-(cyanomethyl)-4-(2-((1-cyclopropyl-1H-pyrazol-4-yl)amino)-5-methylpyrimidin-4-yl)-2-fluorobenzamide